methyl 2-(1-methyl-3-((1r,4r)-4-methylcyclohexyl)ureido)-5-oxo-5H-thieno[3,2-b]pyran-6-carboxylate CN(C(=O)NC1CCC(CC1)C)C1=CC=2OC(C(=CC2S1)C(=O)OC)=O